methylhexa-hydrophthalic anhydride CC12C(=O)OC(C1CCCC2)=O